R-cysteine N[C@@H](CS)C(=O)O